1-(4-(5-(5-chloro-6-fluoro-1H-indazol-4-yl)-3,4-dihydro-2H-pyrano[2,3-f]quinazolin-10-yl)piperazin-1-yl)prop-2-en-1-one ClC=1C(=C2C=NNC2=CC1F)C1=C2C(=C3C(=NC=NC3=C1)N1CCN(CC1)C(C=C)=O)OCCC2